4,4'-(furan-3,4-diyl)diphenol O1C=C(C(=C1)C1=CC=C(C=C1)O)C1=CC=C(C=C1)O